C(C1=CC=CC=C1)N1C(CC(CC1)=O)(C)C 1-Benzyl-2,2-dimethyl-4-piperidinone